(1R,2R)-8-chloro-1,2,3,4-tetrahydronaphthalen-1,2-diyl dicarbamate C(N)(O[C@H]1[C@@H](CCC2=CC=CC(=C12)Cl)OC(N)=O)=O